C(C)(C)C1=CC=2C(C3=CC=CC=C3SC2C=C1)=O 2-Isopropylthioxanthon